di-n-hexyl trisulfide C(CCCCC)SSSCCCCCC